OC1(CCN(CC1)C(C[C@@H](C)C1=CC=CC=C1)=O)CN1C=NC(=CC1=O)C=1C=CC=C2C=NN(C12)C (R)-3-((4-Hydroxy-1-(3-phenylbutanoyl)piperidin-4-yl)methyl)-6-(1-methyl-1H-indazol-7-yl)pyrimidin-4(3H)-on